(3S)-2-acetylamino-2-(4-chloro-3-(1-ethoxyethyl-oxy)-butyl)malonic acid diethyl ester C(C)OC(C(C(=O)OCC)(CC[C@@H](CCl)OC(C)OCC)NC(C)=O)=O